1-[(2S,3S)-3-methyl-2-[[(2S)-2-(methylamino)pentanoyl]amino]pentanoyl]pyrrolidine-2-acetic acid C[C@H]([C@@H](C(=O)N1C(CCC1)CC(=O)O)NC([C@H](CCC)NC)=O)CC